3-amino-1-(benzo[d]thiazol-2-ylmethyl)pyridin-2(1H)-one NC=1C(N(C=CC1)CC=1SC2=C(N1)C=CC=C2)=O